C(C)OC(=C)C=1C(=NC=CN1)C=1OC(C(N(N1)C)=O)=C(C)C 2-[3-(1-ethoxyvinyl)pyrazin-2-yl]-6-isopropylidene-4-methyl-1,3,4-oxadiazin-5-one